3-(4-hydroxy-3,5-dimethylphenyl)-3-(4-(trifluoromethoxy)phenyl)-7-(trifluoromethyl)indolin-2-one OC1=C(C=C(C=C1C)C1(C(NC2=C(C=CC=C12)C(F)(F)F)=O)C1=CC=C(C=C1)OC(F)(F)F)C